C1(=CC=CC=C1)[Si](O[Si](CCN)(C1=CC=CC=C1)C1=CC=CC=C1)(CCN)C1=CC=CC=C1 1,1,3,3-tetraphenyl-1,3-bis(2-aminoethyl)disiloxane